FC1(CN(C1)CCC=1C(=NC(=NC1)OC)C(F)(F)F)C 5-(2-(3-fluoro-3-methylazetidin-1-yl)ethyl)-2-methoxy-4-(trifluoromethyl)pyrimidine